(E)-N-(4-(benzylamino)-4-oxobut-2-en-2-yl)-N,N-dimethyloctan-1-aminium C(C1=CC=CC=C1)NC(/C=C(\C)/[N+](CCCCCCCC)(C)C)=O